BrC1=C(N(C2=NC=CC(=C21)N2CC1CCC(C2)N1C(=O)OC(C)(C)C)S(=O)(=O)C1=CC=C(C)C=C1)C=1C=NN(C1)C tert-butyl 3-(3-bromo-2-(1-methyl-1H-pyrazol-4-yl)-1-tosyl-1H-pyrrolo[2,3-b]pyridin-4-yl)-3,8-diazabicyclo[3.2.1]octane-8-carboxylate